3-O-{2-O-[6-O-(p-hydroxy-anti-coumaroyl)-glucosyl]-rhamnosyl}quercetin OC1(CC=C(/C=C/C(=O)OC[C@@H]2[C@H]([C@@H]([C@H](C(O2)O[C@H]2C(O[C@H]([C@@H]([C@H]2O)O)C)OC2=C(OC=3C=C(C=C(C3C2=O)O)O)C2=CC(O)=C(O)C=C2)O)O)O)C=C1)O